ClC1=C(C=C(C=C1[N+](=O)[O-])C(F)(F)F)[N+](=O)[O-] 2-chloro-1,3-dinitro-5-trifluoromethylbenzene